[Li].[Li].CC(CCC(C1=CC=CC=C1)C)C1=CC=CC=C1 1,4-dimethyl-1,4-diphenylbutane dilithium